2-phenylimidazole-2-carboxylic acid C1(=CC=CC=C1)C1(N=CC=N1)C(=O)O